FC(N1N=C(N=N1)C(C1CCNCC1)C1=CC=CC=C1)F 4-((2-(difluoromethyl)-2H-tetrazol-5-yl)(phenyl)methyl)piperidine